N-tert-Butoxycarbonyl-dimethylpiperidine C(C)(C)(C)OC(=O)N1CCC(CC1)(C)C